CN(C)NCCC (N,N-dimethyl)amino-propylamine